CCC(CO)C(=O)[O-] The molecule is a hydroxy fatty acid anion that is the conjugate base of 2-(hydroxymethyl)butanoic acid. It has a role as a human metabolite. It is a conjugate base of a 2-ethylhydracrylic acid.